CN1N=CC2=CC(=CC=C12)B(O)O (1-methylindazol-5-yl)boronic acid